C(C)(C)N1CCC(CC1)NC1=NC(=NC2=CC(=C(C=C12)OC)C#CCCN1CCCC1)N1CCN(CCC1)C N-(1-isopropylpiperidine-4-yl)-6-methoxy-2-(4-methyl-1,4-diazepane-1-yl)-7-(4-(pyrrolidine-1-yl)but-1-yn-1-yl)quinazolin-4-amine